trans-tert-Butyl (5-(2-chloro-5-(2,2-dichloro-3-(3,5-dichlorophenyl)cyclopropane-1-carboxamido)benzamido)-2-methoxyphenyl)(methyl)carbamate ClC1=C(C(=O)NC=2C=CC(=C(C2)N(C(OC(C)(C)C)=O)C)OC)C=C(C=C1)NC(=O)[C@@H]1C([C@H]1C1=CC(=CC(=C1)Cl)Cl)(Cl)Cl